pyridin-3-benzamide N1=CC(=CC=C1)C1=CC=CC=C1C(=O)N